N-(2-propyl)phenyl-N'-(3-(1-(tert-butyl)piperidin-4-yl)-1H-indol-5-yl)urea CC(C)N(C(=O)NC=1C=C2C(=CNC2=CC1)C1CCN(CC1)C(C)(C)C)C1=CC=CC=C1